ClC1=C(CN2C(=NC3=C2C=CC(=C3)C#N)C(C)C3=CC=C(C=C3)CC(C)C)C=CC=C1 (2-chlorobenzyl)-2-(1-(4-isobutylphenyl)ethyl)-1H-benzo[d]imidazole-5-carbonitrile